FC(C=1C=C(C=CC1F)C=1C=C2C(=NC1)C(=NN2)F)F 6-(3-(difluoromethyl)-4-fluorophenyl)-3-fluoro-1H-pyrazolo[4,3-b]pyridine